tert-butyl 3-(7-bromo-2-chloro-8-fluoro-quinazolin-4-yl)-1-[(2R)-tetrahydrofuran-2-yl]-3,8-diazabicyclo[3.2.1]octane-8-carboxylate BrC1=CC=C2C(=NC(=NC2=C1F)Cl)N1CC2(CCC(C1)N2C(=O)OC(C)(C)C)[C@@H]2OCCC2